4-(3-fluorophenyl)-1-tosyl-3,4-dihydropyridin-2(1H)-one FC=1C=C(C=CC1)C1CC(N(C=C1)S(=O)(=O)C1=CC=C(C)C=C1)=O